2-(4-(2-methyltetrahydro-2H-pyran-3-yl)phenyl)propionic acid CC1OCCCC1C1=CC=C(C=C1)C(C(=O)O)C